(1R,2S,5S)-N-((S)-1-cyano-2-((S)-2-oxopyrrolidin-3-yl)ethyl)-3-((S)-2-isobutyrylamino-3,3-dimethylbutyryl)-6,6-dimethyl-3-azabicyclo[3.1.0]hexane-2-carboxamide C(#N)[C@H](C[C@H]1C(NCC1)=O)NC(=O)[C@@H]1[C@H]2C([C@H]2CN1C([C@H](C(C)(C)C)NC(C(C)C)=O)=O)(C)C